I\C=C/C(=O)OC methyl (Z)-3-iodoacrylate